N-(3,4-difluorophenyl)-2-methyl-3-(2-((4-methylpiperidin-4-yl)amino)-2-oxoacetyl)-5,6,7,8-tetrahydroindolizine-1-carboxamide FC=1C=C(C=CC1F)NC(=O)C=1C(=C(N2CCCCC12)C(C(=O)NC1(CCNCC1)C)=O)C